BrC=1C=C(C(=NC1)OCCCN(C)C)NS(=O)(=O)CC1=CC=CC=C1 N-(5-Bromo-2-(3-(dimethylamino)propoxy)pyridin-3-yl)-1-phenylmethanesulfonamide